7-methyl-5-((5-methyl-4-(pentan-3-ylamino)pyrimidin-2-yl)amino)benzo[c][1,2]oxaborol-1(3H)-ol CC1=CC(=CC2=C1B(OC2)O)NC2=NC=C(C(=N2)NC(CC)CC)C